C(CCCC)OC(\C=C\C(=O)O)=O.C(C)OC(CN(C(CCC(=O)N)=O)CC(OCC)OCC)OCC N,N-bis(2,2-diethoxyethyl)butanediamide Monoamyl-Fumarate